2-ethyl-4-oxobutanoic acid C(C)C(C(=O)O)CC=O